6-(4-(((3-oxo-4-(trifluoromethyl)-3,5,6,7-tetrahydro-2H-cyclopenta[c]pyridazin-7-yl)methyl)-L-alanyl)piperazin-1-yl)nicotinonitrile O=C1C(=C2C(=NN1)C(CC2)CN[C@@H](C)C(=O)N2CCN(CC2)C2=NC=C(C#N)C=C2)C(F)(F)F